FC1=C(C=CC=C1)N1CCN(CC1)C(=O)C1=NN(C(C2=CC=CC=C12)=O)C1=C(C=CC=C1)OC 4-[[4-(2-fluorophenyl)-1-piperazinyl]carbonyl]-2-(2-methoxyphenyl)-1(2H)-phthalazinone